4-(4-chloro-3-methoxybenzyl)-N-hydroxy-3-oxo-3,4-dihydro-2H-benzo[b][1,4]oxazine-6-carboxamide ClC1=C(C=C(CN2C3=C(OCC2=O)C=CC(=C3)C(=O)NO)C=C1)OC